O=C1N([C@@H]2CC[C@H](N1C2)C(=O)NNC(=O)C2=CC=NC=C2)OS(=O)(=O)O.[NH+]2=CC=CC=C2 pyridinium (2S,5R)-7-oxo-N'-(pyridin-4-ylcarbonyl)-6-(sulfooxy)-1,6-diazabicyclo-[3.2.1]octane-2-carbohydrazide